C(CCCCC)NC(=O)NC1=CC=C2C(=N1)C(=CN2)C2CCN1CCCC1C2 N-hexyl-N'-(3-(octahydroindolizin-7-yl)pyrrolo[3,2-b]pyridin-5-yl)urea